methyl 1-methyl-1H-imidazo[4,5-b]pyridine-5-carboxylate CN1C=NC2=NC(=CC=C21)C(=O)OC